C1(=CC=C(C=C1)C=1C=CN2C=C(C=C2C1)C(=O)O)C1=CC=CC=C1 7-([1,1'-biphenyl]-4-yl)indolizine-2-carboxylic acid